(S)-N-((S)-1-amino-1-oxo-3-((S)-2-oxopiperidin-3-yl)propan-2-yl)-2-(5-methoxy-1H-indole-2-carbonyl)-2-azaspiro[4.5]decane-3-carboxamide NC([C@H](C[C@H]1C(NCCC1)=O)NC(=O)[C@H]1N(CC2(C1)CCCCC2)C(=O)C=2NC1=CC=C(C=C1C2)OC)=O